C(C)(C)(C)OC(NS(NCC1=CC=C(C=C1)C1=NN(C(C2=CC(=CC=C12)OC)=O)C)(=O)=O)=O (N-(4-(6-methoxy-3-methyl-4-oxo-3,4-dihydrophthalazin-1-yl)benzyl)sulfamoyl)carbamic acid tert-butyl ester